3-difluoromethyl-5-fluoro-4-phenyl-1-(2-bromophenyl)-1H-pyrazole FC(C1=NN(C(=C1C1=CC=CC=C1)F)C1=C(C=CC=C1)Br)F